ethyl (E)-3-(1-(pyridin-2-yl)piperidin-4-yl)acrylate N1=C(C=CC=C1)N1CCC(CC1)/C=C/C(=O)OCC